C(C1=CC=CC=C1)OC(=O)N1CC(C(CC1)=O)C(C(C)C)=O 3-(2-methylpropanoyl)-4-oxo-piperidine-1-carboxylic acid benzyl ester